fluoro(trifluoromethyl)phenyl-boroxin FB1OB(OB(O1)C1=CC=CC=C1)C(F)(F)F